[Na+].[Fe-4](C#N)(C#N)(C#N)(C#N)(C#N)C#N.[Ni+2].[Co+2] cobalt nickel ferrocyanide sodium